CC=1NC2=C(N1)C=CC(=C2)C 2,5-Dimethylbenzimidazole